C(C1=CC=CC=C1)(=O)O[O-] peroxybenzoate